6-(2-methyl-oxazol-5-yl)isoquinolin-5-amine CC=1OC(=CN1)C1=C(C=2C=CN=CC2C=C1)N